ClC1=CN=C(C(=N1)NCC=1SC=CC1)OC 6-chloro-3-methoxy-N-[(thiophen-2-yl)methyl]pyrazin-2-amine